2-((6-(3-Aminoazetidin-1-yl)-2-cyclopropyl-8-fluoroquinolin-4-yl)(methyl)amino)-4-(4-fluorophenyl)thiazole-5-carbonitrile NC1CN(C1)C=1C=C2C(=CC(=NC2=C(C1)F)C1CC1)N(C=1SC(=C(N1)C1=CC=C(C=C1)F)C#N)C